1-benzyl-N6-(2,3-dihydro-1H-inden-4-yl)-5-fluoro-1H-pyrazolo[3,4-b]pyridine-3,6-diamine C(C1=CC=CC=C1)N1N=C(C=2C1=NC(=C(C2)F)NC2=C1CCCC1=CC=C2)N